C(C)(C)C(CNC(O)=O)C(CNC(O)=O)C(C)C 2,3-diisopropylbutane-1,4-diyldicarbamic acid